3-(2,4-difluorophenyl)-N-((2-(4-fluorophenyl)-3-(pyridin-4-yl)pyrazolo[1,5-a]pyridin-6-yl)methyl)-3-hydroxy-4-(1H-1,2,4-triazol-1-yl)butanamide FC1=C(C=CC(=C1)F)C(CC(=O)NCC=1C=CC=2N(C1)N=C(C2C2=CC=NC=C2)C2=CC=C(C=C2)F)(CN2N=CN=C2)O